OOOOOCCCCCCCCCC pentaoxapentadecan